NC1=NC=CC(=C1Cl)OC1=C(C=C(C=C1)C1=NN(C(=C1C(=O)N)C(F)(F)F)C1=CC=C(C=C1)C)F (4-((2-amino-3-chloropyridin-4-yl)oxy)-3-fluorophenyl)-1-(p-tolyl)-5-(trifluoromethyl)-1H-pyrazole-4-carboxamide